IN1C=CC2=CC=CC=C12 N-iodoindole